C(#N)[C@@]1(OC2(C(CC2(C)C)(C)C)[C@@]2(NN=C(C=C2)N2CCC(CC2)CC=O)C(=O)N)C(C=CC=C1)OC (1r,3r)-3-((1-cyano-2-methoxyphenoxy)-2,2,4,4-tetramethylcyclobutyl)-6-(4-(2-oxoethyl)piperidin-1-yl)pyridazine-3-carboxamide